3-[(1R)-1-({3-chloro-6-[2-(dimethylphosphoryl)pyrimidin-5-yl]-7-fluoro-2-methyl-1,5-naphthyridin-4-yl}amino)ethyl]-4,5-difluorobenzonitrile ClC=1C(=NC2=CC(=C(N=C2C1N[C@H](C)C=1C=C(C#N)C=C(C1F)F)C=1C=NC(=NC1)P(=O)(C)C)F)C